Butyl ((1R,3R)-3-carbamoylcyclohexyl)carbamate C(N)(=O)[C@H]1C[C@@H](CCC1)NC(OCCCC)=O